CC1(C2C(N(C(C12)=O)CC1=CC2=NC=CC(=C2S1)C1=C(C(=CC(=N1)C#N)C)OC1CNCCC1)=O)C 6-(2-((6,6-dimethyl-2,4-dioxo-3-azabicyclo[3.1.0]hexan-3-yl)methyl)thieno[3,2-b]pyridin-7-yl)-4-methyl-5-(piperidin-3-yloxy)picolinonitrile